(2-([1,1'-biphenyl]-3-yl-(9,9-dimethyl-9H-fluoren-4-yl)amino)phenyl)boronic acid C1(=CC(=CC=C1)N(C1=C(C=CC=C1)B(O)O)C1=CC=CC=2C(C3=CC=CC=C3C12)(C)C)C1=CC=CC=C1